5-((4'-((S)-4-hydroxy-3-(2-((S)-1-hydroxyethyl)-1H-imidazol-1-yl)but-1-yn-1-yl)-[1,1'-biphenyl]-4-yl)oxy)pentane-1,4-diol OC[C@H](C#CC1=CC=C(C=C1)C1=CC=C(C=C1)OCC(CCCO)O)N1C(=NC=C1)[C@H](C)O